5-(1-(1-((4-methoxycyclohexyl)methyl)piperidin-2-yl)ethoxy)isobenzofuran-1(3H)-one COC1CCC(CC1)CN1C(CCCC1)C(C)OC=1C=C2COC(C2=CC1)=O